6-bromo-3-(1-methoxyethyl)benzo[b]thiophene BrC=1C=CC2=C(SC=C2C(C)OC)C1